S1(C=CC=C1)S Thiophene-1-thiol